N-(3-AMINO-3-OXOPROPYL)-2-[(1-METHYL-4-NITRO-1H-IMIDAZOL-5-YL)THIO]BENZAMIDE NC(CCNC(C1=C(C=CC=C1)SC1=C(N=CN1C)[N+](=O)[O-])=O)=O